C1(CC(CC(C1)C(=O)Cl)C(=O)Cl)C(=O)Cl 1,3,5-cyclohexanetricarbonyl chloride